CC1=NOC(=C1C(=O)NC1=CNC2=CC=C(C=C12)OCCC1=CC=C(C=C1)C(F)(F)F)C 3,5-dimethyl-N-(5-(4-(trifluoromethyl)phenethoxy)-1H-indol-3-yl)isoxazole-4-carboxamide